(2-(3,3-dimethylbut-1-yn-1-yl)pyridin-4-yl)methanol CC(C#CC1=NC=CC(=C1)CO)(C)C